C1(=C(C=CC=C1)C1=NC2=CC=CC=C2C(=C1)C(=O)O)C 2-(o-tolyl)quinoline-4-carboxylic acid